COC1=CC=C(C=C1)CS(=O)(=O)CC=CSSCC=C 1-methoxy-4-{[3-(prop-2-en-1-yldisulfanyl)prop-2-en-1-sulfonyl]methyl}benzene